C12(CC(C1)C2)C2=NC1=C(N2C(C)C)C=C(C=C1F)B1OC(C(O1)(C)C)(C)C 2-(bicyclo[1.1.1]pentan-1-yl)-4-fluoro-1-isopropyl-6-(4,4,5,5-tetramethyl-1,3,2-dioxaborolan-2-yl)-1H-benzo[d]imidazole